4,5-dihydro-1H-pyrazole-1-carboximidoyl chloride N1(N=CCC1)C(=N)Cl